ClC=1C=NN(C1CC1N(C(C2=CC=CC=C12)=O)CC1=CC(=C(C=C1)OC)Cl)C 3-((4-chloro-1-methyl-1H-pyrazol-5-yl)methyl)-2-(3-chloro-4-methoxybenzyl)isoindolin-1-one